C(C(=C)C)(=O)O.C(C(=C)C)(=O)O.OC1=CC=C(C=C1)C(C)(C)C1=CC=C(C=C1)O 2,2-di(p-hydroxyphenyl)propane dimethacrylate